benzyl 2-(4-{[(benzyloxy) carbonyl] amino}-2-nitrophenyl)-3-[6,6-dimethyl-1-(oxetan-2-yl)-5,7-dihydro-4H-indazol-3-yl]-3-oxopropionate C(C1=CC=CC=C1)OC(=O)NC1=CC(=C(C=C1)C(C(=O)OCC1=CC=CC=C1)C(=O)C1=NN(C=2CC(CCC12)(C)C)C1OCC1)[N+](=O)[O-]